N-(4-chloro-2-(2-methoxyethoxy)benzyl)-1-(piperidin-4-yl)methanamine ClC1=CC(=C(CNCC2CCNCC2)C=C1)OCCOC